8-Oxa-2,5-diazaspiro[3.5]nonane 2,2,2-trifluoroacetic acid salt tert-Butyl-8-oxa-2,5-diazaspiro[3.5]nonane-2-carboxylate C(C)(C)(C)OC(=O)N1CC2(C1)NCCOC2.FC(C(=O)O)(F)F.C2NCC21NCCOC1